C=C(CCC(=O)[O-])C(=O)[O-] The molecule is dicarboxylate anion of 2-methylideneglutaric acid; major species at pH 7.3. It is a conjugate base of a 2-methylideneglutaric acid.